3-amino-6-{8-[(2-cyano-2-methylideneethyl)amino]-7-methoxynaphthalen-2-yl}-N-ethylpyridine-2-carboxamide NC=1C(=NC(=CC1)C1=CC2=C(C(=CC=C2C=C1)OC)NCC(=C)C#N)C(=O)NCC